2-(diethoxyphosphoryl)acetic acid tert-butyl ester C(C)(C)(C)OC(CP(=O)(OCC)OCC)=O